7-(5-((3S,4R)-7-hydroxy-3-phenylchroman-4-yl)pyridin-2-yl)-7-azaspiro[3.5]nonane-2-carbaldehyde OC1=CC=C2[C@H]([C@H](COC2=C1)C1=CC=CC=C1)C=1C=CC(=NC1)N1CCC2(CC(C2)C=O)CC1